C(C)NC(=O)C1=NOC(=C1C1=CC=C(C=C1)CN1CCOCC1)C=1C=C(C(=CC1O)O)C1=C(C=CC=C1)CC ethyl-5-(2'-ethyl-4,6-dihydroxy-[1,1'-biphenyl]-3-yl)-4-(4-(morpholinomethyl)phenyl)isoxazole-3-carboxamide